N1(N=CC2=NC=CC=C21)CC21CC(C2)(C1)C(=O)N1N=CCC1C1=CC=CC=C1 (3-((1H-pyrazolo[4,3-b]-pyridin-1-yl)methyl)-bicyclo[1.1.1]pentan-1-yl)(5-phenyl-4,5-dihydro-1H-pyrazol-1-yl)methanone